C(CCCC)C(C=O)CCCCCCC 2-pentylnonanal